(1H-benzo[D]imidazol-2-yl)boronic acid N1C(=NC2=C1C=CC=C2)B(O)O